6-(4-amino-3-cyano-phenyl)-N-[(2-methyl-3-pyridinyl)methyl]pyridine-3-carboxamide NC1=C(C=C(C=C1)C1=CC=C(C=N1)C(=O)NCC=1C(=NC=CC1)C)C#N